Propylimidazolium C(CC)C=1NC=C[NH+]1